IC(C(CNC(O)=O)C#CC)C.N[C@@H]1CN(CC[C@H]1F)C1=NC2=C(N1CC(=O)N1[C@@H](COCC1)COC)C=C(C=C2)F 2-(2-((3R,4R)-3-amino-4-fluoropiperidin-1-yl)-6-fluoro-1H-benzo[d]imidazol-1-yl)-1-((R)-3-(methoxymethyl)morpholino)ethan-1-one 3-iodo-2-propynyl-butylcarbamate